N-(5-(4-fluorophenyl)thiazol-2-yl)acetamide FC1=CC=C(C=C1)C1=CN=C(S1)NC(C)=O